FC=1C=C(C=CC1)OB(O)O (3-fluorophenyl)boric acid